3-(3-(4-Amino-2,6-dichlorobenzyl)-6-oxopyridazin-1(6H)-yl)benzonitrile NC1=CC(=C(CC2=NN(C(C=C2)=O)C=2C=C(C#N)C=CC2)C(=C1)Cl)Cl